N-(4-fluorophenyl)-N-methyl-3-oxobutanamide FC1=CC=C(C=C1)N(C(CC(C)=O)=O)C